2-(5-Chloro-pyridin-3-yl)-pentanoic acid (5-chloro-pyrazin-2-yl)-amide ClC=1N=CC(=NC1)NC(C(CCC)C=1C=NC=C(C1)Cl)=O